[Cl-].C(CCCCCC)[N+](C)(C)CCO heptanyl-hydroxyethyl-dimethyl-ammonium chloride